C1(CC1)[C@H](C(=O)N[C@H]1CCC=2C=3C1=C1C(=NC3C=C(C2C)F)C2=CC3=C(C(N2C1)=O)COC([C@]3(O)CC)=O)O (R)-2-cyclopropyl-N-((1S,9S)-9-ethyl-5-fluoro-9-hydroxy-4-methyl-10,13-dioxo-1,2,3,9,10,12,13,15-octahydrobenzo[de]pyrano[3',4':6,7]indolizino[1,2-B]quinolin-1-yl)-2-hydroxyacetamide